C(C=C)(=O)OCCCCCCCCCCCCCCCCCCCCCC Docosyl prop-2-enoate